tert-butyl 4-(5-(3-((5-(5-(difluoromethyl)-1,3,4-oxadiazole-2-yl)pyridine-2-yl)methyl)-5-fluoro-2-oxo-2,3-dihydrobenzo[d]oxazole-6-yl)pyridine-2-yl)piperazine-1-carboxylate FC(C1=NN=C(O1)C=1C=CC(=NC1)CN1C(OC2=C1C=C(C(=C2)C=2C=CC(=NC2)N2CCN(CC2)C(=O)OC(C)(C)C)F)=O)F